FC(C=1N=CC(=NC1)NC1CC2CN[C@@H]1CC2)(F)F |r| (R/S)-N-(5-(trifluoromethyl)pyrazin-2-yl)-2-azabicyclo[2.2.2]octan-6-amine